1-((5-fluoro-2-(2-methoxy-7-methylquinoxalin-5-yl)benzo[d]thiazol-6-yl)oxy)-3-isobutoxypropan-2-ol FC=1C(=CC2=C(N=C(S2)C2=C3N=CC(=NC3=CC(=C2)C)OC)C1)OCC(COCC(C)C)O